N-((1H-pyrazol-3-yl)methyl)-8-(spiro[2.5]oct-5-en-6-yl)quinoline-3-carboxamide N1N=C(C=C1)CNC(=O)C=1C=NC2=C(C=CC=C2C1)C1=CCC2(CC2)CC1